BrC1=NN(C(=N1)Br)CCOC1OCCCC1 3,5-dibromo-1-(2-tetrahydropyran-2-yloxyethyl)-1,2,4-triazole